CN1CC(C1)(C)C(O)(C1=CC=C(C=C1)OC(F)(F)F)C1=CC(=CC=C1)CN1C=NC=C1 (1,3-Dimethyl-azetidin-3-yl)-(3-imidazol-1-ylmethyl-phenyl)-(4-trifluoromethoxy-phenyl)-methanol